N1C[C@H](CCC1)O (3S)-piperidin-3-ol